CC1=CC=C(C[NH3+])C=C1 4-methylbenzylammonium